2-methyl-3-(2-phenethyl-1,3-dioxolan-4-yl)-1-phenylpropyl acetate C(C)(=O)OC(C(CC1OC(OC1)CCC1=CC=CC=C1)C)C1=CC=CC=C1